C(C)OC1=NC=CC=C1C1=NC=2C(N(C[C@@]3([C@@H](CN(CC3)C=3C=NC=C(C3C(F)(F)F)OC)CC)C2C=C1)C[C@@H]1NCCC1)=O |&1:15,16| rac-(3'S,5S)-2-(2-ethoxypyridin-3-yl)-3'-ethyl-1'-[5-methoxy-4-(trifluoromethyl)pyridin-3-yl]-7-[[(2R)-pyrrolidin-2-yl]methyl]spiro[6H-1,7-naphthyridine-5,4'-piperidine]-8-one